N-(1-methyl-3-(2-methyl-7-(methylthio)-2,3-dihydro-[1,4]dioxino[2,3-c]pyridin-5-yl)-1H-pyrrolo[2,3-c]pyridin-5-yl)acetamide CN1C=C(C=2C1=CN=C(C2)NC(C)=O)C2=NC(=CC1=C2OCC(O1)C)SC